methylcarbamic acid hexyl ester C(CCCCC)OC(NC)=O